2-(4-((4-(ethyl((5-(trifluoromethyl)pyridin-2-yl)methyl)amino)-7H-pyrrolo[2,3-d]pyrimidin-7-yl)methyl)-3-hydroxypiperidin-1-yl)acetamide C(C)N(C=1C2=C(N=CN1)N(C=C2)CC2C(CN(CC2)CC(=O)N)O)CC2=NC=C(C=C2)C(F)(F)F